3-[[8-benzyloxy-4-(3,4-difluorophenyl)-3-tetrahydropyran-4-yl-1-isoquinolinyl]oxy]-cyclobutanecarboxylic acid C(C1=CC=CC=C1)OC=1C=CC=C2C(=C(N=C(C12)OC1CC(C1)C(=O)O)C1CCOCC1)C1=CC(=C(C=C1)F)F